1-(6-(4-morpholino-1,3,5-triazin-2-yl)-2,6-diazaspiro[3.3]heptan-2-yl)prop-2-en-1-one O1CCN(CC1)C1=NC(=NC=N1)N1CC2(CN(C2)C(C=C)=O)C1